C1(CCCCC1)C(C=CC=CC=C)=O 1-cyclohexylhept-2,4,6-trien-1-one